(R)-6-chloro-3-((1-(2-(4-(2-methoxypyridin-4-yl)piperazin-1-yl)-3,6-dimethyl-4-oxo-3,4-dihydroquinazolin-8-yl)ethyl)amino)-N-(methylsulfonyl)picolinamide ClC1=CC=C(C(=N1)C(=O)NS(=O)(=O)C)N[C@H](C)C=1C=C(C=C2C(N(C(=NC12)N1CCN(CC1)C1=CC(=NC=C1)OC)C)=O)C